tert-butyl [{8'-fluoro-6'-[(2-methoxyethoxy)methoxy]-3',4'-dihydro-1'H-spiro[[1,3]dioxolane-2,2'-naphthalen]-7'-yl}({[(prop-2-en-1-yl)oxy]carbonyl}sulfamoyl)amino]acetate FC=1C(=C(C=C2CCC3(CC12)OCCO3)OCOCCOC)N(S(NC(=O)OCC=C)(=O)=O)CC(=O)OC(C)(C)C